t-butyl (5-fluoro-2-(methoxy-d3)-3-(5-methyl pyrazin-2-yl)phenyl)carbamate FC=1C=C(C(=C(C1)NC(OC(C)(C)C)=O)OC([2H])([2H])[2H])C1=NC=C(N=C1)C